ClC=1C=C(C=CC1Cl)C=1OC=2N=C3N(C(C2N1)=O)CCC3 2-(3,4-dichlorophenyl)-6,7-dihydrooxazolo[5,4-D]pyrrolo[1,2-a]pyrimidine-9(5H)-one